[Cl-].C(C)N(CCN1C=[N+](C=C1)C=C)CC 1-[2-(diethylamino)ethyl]-3-vinyl-1H-imidazolium chloride